ClC=1C=C(C=C2C=C(N=CC12)NC(=O)[C@H]1[C@@H](C1)C#N)C=1C=C2C=NN(C2=CC1C)[C@@H]1OCCCC1 |&1:29| (±)-trans-N-[8-chloro-6-(6-methyl-1-tetrahydropyran-2-yl-indazol-5-yl)-3-isoquinolinyl]-2-cyano-cyclopropanecarboxamide